(S)-5-((((3'-Chloro-2'-(3-((2-fluoro-3-(((2-hydroxyethyl)amino)methyl)phenyl)amino)-2-methylphenyl)-6-methoxy-[2,4'-bipyridin]-5-yl)methyl)amino)methyl)pyrrolidin-2-one ClC=1C(=NC=CC1C1=NC(=C(C=C1)CNC[C@@H]1CCC(N1)=O)OC)C1=C(C(=CC=C1)NC1=C(C(=CC=C1)CNCCO)F)C